(S)-1-(1H-tetrazol-5-yl)piperidin N1N=NN=C1N1CCCCC1